N(C(=N)N)CC(=O)N=C=O guanidinoacetic acid, isocyanate